4-(2-(5-Fluoropyridin-2-yl)-5,5-dimethyl-5,6-dihydro-4H-pyrrolo[1,2-b]pyrazol-3-yl)-6-methyl-1H-pyrrolo[2,3-b]pyridine FC=1C=CC(=NC1)C=1C(=C2N(N1)CC(C2)(C)C)C2=C1C(=NC(=C2)C)NC=C1